4-[[3-(Benzyloxy)-4-formylphenyl] (butyl)amino]butyl acetate C(C)(=O)OCCCCN(CCCC)C1=CC(=C(C=C1)C=O)OCC1=CC=CC=C1